tert-butyl 4-(3-chloropropyl)piperazine-1-carboxylate ClCCCN1CCN(CC1)C(=O)OC(C)(C)C